Heneicosyl 2,2'-((3-((3-hydroxypropyl)(2-carbonyl-2-(undecanyloxy)ethyl)amino)propyl)azanediyl)diacetate OCCCN(CCCN(CC(=O)[O-])CC(=O)OCCCCCCCCCCCCCCCCCCCCC)CC(OCCCCCCCCCCC)=C=O